2,4-dimethyl-6-(1-methylpentadecyl)-phenol CC1=C(C(=CC(=C1)C)C(CCCCCCCCCCCCCC)C)O